ClC1=C(C=CC=C1)[C@H](C)NC1=NC=C(C(=O)OC)C=C1 methyl (S)-6-((1-(2-chlorophenyl)ethyl)amino)nicotinate